C(CC)OC(CCCCCCCC(=O)[O-])=O propyl-azelate